[Na+].[Na+].FC(C1=CC=C(C=C1)C1=CC=C(C=C1)OC1=C(N=NN1)C(=O)[O-])(F)F.FC(F)(F)C1=CC=C(C=C1)C1=CC=C(C=C1)OC1=C(N=NN1)C(=O)[O-] 5-((4'-(trifluoromethyl)-[1,1'-biphenyl]-4-yl)oxy)-1H-1,2,3-triazole-4-carboxylic Acid-BisSodium Salt